C(#N)C1=CC(=C(COC2=CC=CC(=N2)C2=CC(=C(CC3=NC4=C(N3C35COC(C3)(C5)C)C=C(C=C4)C(=O)O)C=C2F)F)C=C1)F Racemic-2-(4-(6-((4-cyano-2-fluorobenzyl)oxy)pyridin-2-yl)-2,5-difluorobenzyl)-1-((1S,4S)-1-methyl-2-oxabicyclo[2.1.1]hexan-4-yl)-1H-benzo[d]imidazole-6-carboxylic acid